5-(6-(4-((6-cyclopropoxypyridin-3-yl)oxy)piperidin-1-yl)pyridin-3-yl)-7-(2-hydroxy-2-methylpropoxy)imidazo[1,2-a]pyridine-3-carbonitrile C1(CC1)OC1=CC=C(C=N1)OC1CCN(CC1)C1=CC=C(C=N1)C1=CC(=CC=2N1C(=CN2)C#N)OCC(C)(C)O